5-(2-cyclopropyl-7H-pyrrolo[2,3-d]pyrimidin-5-yl)-N-(3,3-difluorocyclobutyl)-N-methylpyrazolo[1,5-a]pyridine-3-carboxamide C1(CC1)C=1N=CC2=C(N1)NC=C2C2=CC=1N(C=C2)N=CC1C(=O)N(C)C1CC(C1)(F)F